2-chloro-N-(2,2-difluoroethyl)-5-(trifluoromethyl)pyrimidin-4-amine ClC1=NC=C(C(=N1)NCC(F)F)C(F)(F)F